C1(=CC=CC=C1)CC(C)N 1-phenylpropane-2-amine